C(C)(C)(C)C=1C=C(C=C(C(=O)O)C1)C(=O)O 5-tertiary butyl-isophthalic acid